The molecule is a (2S)-2-hydroxy monocarboxylic acid anion resulting from the removal of a proton from the carboxylic acid group of (S)-3-phenyllactic acid. It is a 3-phenyllactate and a (2S)-2-hydroxy monocarboxylic acid anion. It is a conjugate base of a (S)-3-phenyllactic acid. It is an enantiomer of a (R)-3-phenyllactate. C1=CC=C(C=C1)C[C@@H](C(=O)[O-])O